N1=CC=C(C=C1)CNC(OC1=CC=C(C=C1)[N+](=O)[O-])=O 4-nitrophenyl (pyridin-4-ylmethyl)carbamate